fluorine uranium beryllium [Be].[U].[F]